tert-butyl 4-(bis(3-methoxyphenyl)methyl)piperazine-1-carboxylate COC=1C=C(C=CC1)C(N1CCN(CC1)C(=O)OC(C)(C)C)C1=CC(=CC=C1)OC